C1(=C(C=CC=C1)CC1=CC(=C(C(=N1)C(CCC(=O)O)=O)O)C#N)C1=CC=CC=C1 4-(6-Biphenyl-2-ylmethyl-4-cyano-3-hydroxy-pyridin-2-yl)-4-oxo-butyric acid